C1(=CC=CC=C1)[S-] Thiophenolat